racemic-phenylsulfinylacetic acid methyl ester COC(C[S@@](=O)C1=CC=CC=C1)=O |r|